tert-butyl (tert-butoxycarbonyl)(6-(5-methyloxazol-2-yl)pyridin-3-yl)carbamate C(C)(C)(C)OC(=O)N(C(OC(C)(C)C)=O)C=1C=NC(=CC1)C=1OC(=CN1)C